N1=C(N=CC=C1)N1N=C(N=C1)C(F)(F)F 1-(pyrimidin-2-yl)-3-(trifluoromethyl)-1H-1,2,4-triazol